3-({3-(4-chlorophenyl)-5-oxo-4-[(2S)-3,3,3-trifluoro-2-hydroxypropyl]-4,5-dihydro-1H-1,2,4-triazol-1-yl}methyl)-1-(3-chloropyridin-2-yl)-1H-1,2,4-triazole-5-carboxamide ClC1=CC=C(C=C1)C1=NN(C(N1C[C@@H](C(F)(F)F)O)=O)CC1=NN(C(=N1)C(=O)N)C1=NC=CC=C1Cl